ClC1=C(C=CC=C1)C1=CC(=NN1C1CCCC1)C(=O)N[C@H](CC#N)CCN1CC(CCC1)(F)F (S)-5-(2-chlorophenyl)-N-(1-cyano-4-(3,3-difluoropiperidin-1-yl)but-2-yl)-1-cyclopentyl-1H-pyrazole-3-carboxamide